FC1(C[C@H]([C@H](NC1)COC1=NC=C(C=C1)C(F)(F)F)C)F 2-(((2S-3R)-5,5-difluoro-3-methylpiperidin-2-yl)methoxy)-5-(trifluoromethyl)pyridine